4-amino-N,3-dimethyl-N-((3R)-6-(trifluoromethyl)-2,3-dihydro-1-benzofuran-3-yl)-3H-pyrazolo[3,4-c]quinoline-8-carboxamide NC1=NC=2C=CC(=CC2C2=C1N(N=C2)C)C(=O)N([C@H]2COC1=C2C=CC(=C1)C(F)(F)F)C